6-(2-(2-(2-isopropylphenyl)pyrrolidine-1-yl)-7-azaspiro[3.5]nonan-7-yl)nicotinamide C(C)(C)C1=C(C=CC=C1)C1N(CCC1)C1CC2(C1)CCN(CC2)C2=NC=C(C(=O)N)C=C2